BrC1=CC(=C(C=C1)C1(COC1)N)F 3-(4-bromo-2-fluoro-phenyl)oxetan-3-amine